dimethylpyridine-2,5-disulfonamide CC1=C(C(=NC=C1S(=O)(=O)N)S(=O)(=O)N)C